[Si](O)(O)(O)O.C[Na] methyl-sodium silicate salt